2-(aminomethyl)thieno[3,2-c]pyridin-4-amine NCC1=CC=2C(=NC=CC2S1)N